tolylmagnesium phosphate P(=O)([O-])([O-])[O-].C1(=C(C=CC=C1)[Mg+])C.C1(=C(C=CC=C1)[Mg+])C.C1(=C(C=CC=C1)[Mg+])C